1-benzyl-N-((6R)-2-(2,2-difluorocyclopropyl)-4-methyl-5-oxo-5,6,7,8-tetrahydro-4H-pyrazolo[1,5-a][1,3]diazepin-6-yl)-1H-1,2,4-triazole-3-carboxamide C(C1=CC=CC=C1)N1N=C(N=C1)C(=O)N[C@H]1C(N(C=2N(CC1)N=C(C2)C2C(C2)(F)F)C)=O